cyclopentyl 3-cyclopropyl-8-fluoro-9-{[6-(4-isopropyl-4H-1,2,4-triazol-3-yl) pyridin-2-yl] aminocarbonyl}-4H-benzo[f]imidazo[1,5-a][1,4]diazepine-5(6H)-carboxylate C1(CC1)C=1N=CN2C1CN(CC1=C2C=C(C(=C1)F)C(=O)NC1=NC(=CC=C1)C1=NN=CN1C(C)C)C(=O)OC1CCCC1